4-(3-(6-amino-octahydroquinolin-1(2H)-yl)-1-(4-methoxyphenyl)-1H-pyrazol-5-yl)-2-fluorobenzonitrile NC1CC2CCCN(C2CC1)C1=NN(C(=C1)C1=CC(=C(C#N)C=C1)F)C1=CC=C(C=C1)OC